3-(aminomethyl)-1-(5-(4-fluoro-2-methoxyphenyl)imidazo[2,1-b][1,3,4]thiadiazol-2-yl)azetidin-3-ol NCC1(CN(C1)C1=NN2C(S1)=NC=C2C2=C(C=C(C=C2)F)OC)O